CN1C=C(C2=CC=C(C=C12)C)CCNS(=O)(=O)N1C(CCCC1)C N-[2-(1,6-dimethyl-1H-indol-3-yl)ethyl]-2-methyl-1-piperidinesulfonamide